ClC=1C=C(C=CC1)NS(=O)(=O)C1=CC=C(C=C1)NC(NCC=1C=NC=CC1)=O 3-{4-[(3-chlorophenyl)sulfamoyl]phenyl}-1-(pyridin-3-ylmethyl)urea